COC=1C=C2CCN(CC2=CC1NC1=NC2=CC(=CC=C2C=N1)N1CC2C(C1)CCS2(=O)=O)C (±)-5-{2-[(6-methoxy-2-methyl-1,2,3,4-tetrahydroisoquinolin-7-yl)amino]quinazolin-7-yl}hexahydro-1lambda~6~-thieno[2,3-c]pyrrole-1,1(2H)-dione